ClC1=C(C=CC=C1)C1CC2(C1)NC(N(C2=O)C2=CN=CC1=NC=CN=C12)=O 2-(2-chlorophenyl)-7-(pyrido[3,4-b]pyrazin-8-yl)-5,7-diazaspiro[3.4]octane-6,8-dione